ethyl-bis[(trimethylsiloxy)dimethylsiloxy]silane C(C)[SiH](O[Si](O[Si](C)(C)C)(C)C)O[Si](C)(C)O[Si](C)(C)C